OC1=C(C=CC(=C1)[N+](=O)[O-])S(=O)(=O)OI hydroxy(p-nitrobenzenesulfonyloxy) iodide